CC=1C=NC2=C(N1)CCC2C 6,7-Dihydro-2,5-dimethyl-5H-cyclopentapyrazine